[Na+].OC1=C(C(=O)[O-])C=CC(=C1)O 2,4-dihydroxybenzoate sodium salt